2-((2-methoxyphenoxy)methyl)-1H-benzo[d]imidazole COC1=C(OCC2=NC3=C(N2)C=CC=C3)C=CC=C1